diethylene glycol p-toluenesulfonate azide [N-]=[N+]=[N-].CC1=CC=C(C=C1)S(=O)(=O)OCCOCCO